C1(=CC=CC=C1)[C@H]1CC[C@H](CC1)OC[C@@H]1N(CCC[C@@H]1C1=NNC=C1)C(=O)OCC(=O)OC 2-methoxy-2-oxoethyl (CIS)-2-((((CIS)-4-phenylcyclohexyl)oxy) methyl)-3-(1H-pyrazol-3-yl)piperidine-1-carboxylate